C(C)C1=CC(=C(S1)C(C)C)NC(NS(N([C@H]1CN(CCC1)C)C=1C=NN(C1)C)(=O)=O)=O 3-[5-Ethyl-2-(propan-2-yl)thiophen-3-yl]-1-[(1-methyl-1H-pyrazol-4-yl)[(3R)-1-methylpiperidin-3-yl]sulfamoyl]urea